C(C=C)(=O)N1[C@H]([C@@H](N(CC1)S(=O)(=O)C)C1=CC(=NC(=C1)Cl)C1=CC(=NC=N1)C(=O)NC)C 6-(4-((2s,3S)-4-acryloyl-3-methyl-1-(methylsulfonyl)piperazin-2-yl)-6-chloropyridin-2-yl)-N-methylpyrimidine-4-carboxamide